C(=O)C=1C(=C2C=C(N(C2=CC1)C[C@H](C)N1CCN(CC1)S(=O)(=O)C)C#N)OC 5-formyl-4-methoxy-1-{(2S)-2-[4-(methylsulfonyl)piperazin-1-yl]propyl}-1H-indole-2-carbonitrile